5-iodo-2-(trifluoromethyl)pyridin-4-ol IC=1C(=CC(=NC1)C(F)(F)F)O